C1(C=CC(N1CC(C(CN1C(C=CC1=O)=O)O)O)=O)=O 1,4-Dimaleimido-2,3-dihydroxybutane